(R)-N-(4-(7-cyano-4-(3-hydroxypyrrolidin-1-yl)-1H-indazol-6-yl)benzyl)-5-fluoro-2-methoxybenzamide C(#N)C=1C(=CC(=C2C=NNC12)N1C[C@@H](CC1)O)C1=CC=C(CNC(C2=C(C=CC(=C2)F)OC)=O)C=C1